O1COC(CC1)CO 1,3-Dioxane-4-methanol